O1COC2=C1C=CC=C2CNCC2=CC(=NC=C2)N2CCC(CC2)CCC N-(1,3-Benzodioxol-4-ylmethyl)-1-[2-(4-propyl-1-piperidinyl)-4-pyridinyl]methylamine